(2S,4r)-1-[1-(4-chlorophenyl)cyclopropanecarbonyl]-4-fluoro-N-[(1S)-1-(2-amino-2-oxo-ethyl)-3-pyrazin-2-yl-prop-2-ynyl]pyrrolidine-2-carboxamide ClC1=CC=C(C=C1)C1(CC1)C(=O)N1[C@@H](C[C@H](C1)F)C(=O)N[C@H](C#CC1=NC=CN=C1)CC(=O)N